FC1=CC=C(C=N1)CN1N=CC(=C1)CNC1=NC=2N([C@H](C(N(C2C(=N1)C)C)=O)C)C (7S)-2-(((1-((6-fluoropyridin-3-yl)methyl)-1H-pyrazol-4-yl)methyl)amino)-4,5,7,8-tetramethyl-7,8-dihydropteridin-6(5H)-one